1-(7-oxo-2,2-dimethyl-2,3-dihydrobenzofuran-4-yl)-N,N-dimethylpiperidin-4-amine O=C1CC=C(C=2CC(OC21)(C)C)N2CCC(CC2)N(C)C